2,4-di-nitro-benzene-amine [N+](=O)([O-])C1=C(C=CC(=C1)[N+](=O)[O-])N